C(C1=CC=CC=C1)OC(=O)[C@H]1N(C[C@@](C1)(F)COC\C=C\CCC(=O)OCC)C(=O)O (2s,4r)-4-((((E)-6-ethoxy-6-oxo-hex-2-en-1-yl)oxy)methyl)-4-fluoropyrrolidine-1,2-dicarboxylic acid 2-benzyl ester